CC=1N=C(SC1)C(C)OC=1C(=NC=C(C1)B1OC(C(O1)(C)C)(C)C)N 3-{[1-(4-Methyl-1,3-thiazol-2-yl)ethyl]oxy}-5-(4,4,5,5-tetramethyl-1,3,2-dioxaborolan-2-yl)pyridin-2-amine